COC=1C=C(C=CC1)C1=CC(=CO1)C(=O)NC1=NC(=NS1)CC(C)=O 5-(3-Methoxyphenyl)-N-(3-(2-oxopropyl)-1,2,4-thiadiazol-5-yl)furan-3-carboxamide